CC1CC(=O)NCC1 3-methyl-δ-valerolactam